hexadecyl-indan sodium [Na].C(CCCCCCCCCCCCCCC)C1CCC2=CC=CC=C12